C(C)(C)(C)OC(=O)NC1=C(C=CC=C1Cl)N(C(=O)[C@H]1NC(C[C@@H]1C(=O)OC)=O)C methyl (2S,3S)-2-((2-((tert-butoxy carbonyl)amino)-3-chlorophenyl)(methyl)carbamoyl)-5-oxopyrrolidine-3-carboxylate